1-(cyclohexylmethoxy)-2,5-difluoro-4-nitrobenzene C1(CCCCC1)COC1=C(C=C(C(=C1)F)[N+](=O)[O-])F